C(C)(C)C1=C(C(=C(C(=C1C(C)C)C(C)C)C(C)C)C(C)C)N=C=NC1=C(C(=C(C(=C1C(C)C)C(C)C)C(C)C)C(C)C)C(C)C bis(2,6-diisopropylisopropylisopropylisopropylphenyl)carbodiimide